6-[[5-methyl-3-(trifluoromethyl)pyrazol-1-yl]methyl]-2-azaspiro[3.3]heptane CC1=CC(=NN1CC1CC2(CNC2)C1)C(F)(F)F